7-(pyridin-3-ylamino)quinazolin-4(3H)-one N1=CC(=CC=C1)NC1=CC=C2C(NC=NC2=C1)=O